FC=1C=CC2=C([C@H](NC3=NC4=C(C(N[C@H](CO2)C)=O)C=NN4C=C3)C)C1 (6S,13R)-11-fluoro-6,13-dimethyl-6,7,13,14-tetrahydro-1,15-ethenopyrazolo[4,3-f][1,4,8,10]benzoxatriazacyclotridecin-4(5H)-one